7-(2-bromopyrazolo[1,5-a]pyrazin-4-yl)-2-oxa-7-azaspiro[3.4]octane BrC1=NN2C(C(=NC=C2)N2CCC3(COC3)C2)=C1